(S)-N'-(4-fluoro-2,6-diisopropylphenyl-carbamoyl)-5-(2-hydroxypropan-2-yl)thiazole-2-sulfonimidamide FC1=CC(=C(C(=C1)C(C)C)NC(=O)N=[S@@](=O)(N)C=1SC(=CN1)C(C)(C)O)C(C)C